BrC=1C=C(C=CC1)C1(OC(C1)C)C(=O)NN 2-(3-bromophenyl)-4-methyloxetane-2-carbohydrazide